N-(3-fluoropropyl)-1-((6-((2-methoxy-4-propylbenzyl)oxy)-1-methyl-3,4-dihydronaphthalen-2-yl)methyl)azetidine-3-carboxamide FCCCNC(=O)C1CN(C1)CC1=C(C2=CC=C(C=C2CC1)OCC1=C(C=C(C=C1)CCC)OC)C